NC=1OC2=C(C=NC=C2N2CC(CC(C2)O)C(=O)N2[C@H](C3=C(C=C(C=C3CC2)Cl)Cl)C)N1 (1-(2-aminooxazolo[4,5-c]pyridin-7-yl)-5-hydroxypiperidin-3-yl)((S)-6,8-dichloro-1-methyl-3,4-dihydroisoquinolin-2(1H)-yl)methanone